5-amino-3-methyl-thiophene-2-carboxylic acid methyl ester hydrochloride Cl.COC(=O)C=1SC(=CC1C)N